ClC1=CC=C2C(=C1)OCO2 6-chloro-2,3-methylenedioxybenzene